5-(benzyloxy)-3-cyclobutyl-2,3-dihydro-1H-pyrido[2,1-f][1,2,4]triazine-4,6-dione C(C1=CC=CC=C1)OC=1C(C=CN2NCN(C(C21)=O)C2CCC2)=O